3-chloro-2'-bromo-spiro[9H-fluorene-9,9'-[9H]xanthene] ClC=1C=CC2=C(C1)C1=CC=CC=C1C21C2=CC=CC=C2OC=2C=CC(=CC12)Br